N-(3,4-difluorobenzyl)-4-(1H-indazol-5-yl)-5-(6-methylpyridin-2-yl)-1H-imidazol-2-amine FC=1C=C(CNC=2NC(=C(N2)C=2C=C3C=NNC3=CC2)C2=NC(=CC=C2)C)C=CC1F